CN1C2=C(OC[C@@H](C1=O)NC(OC(C)(C)C)=O)C=CC(=C2)OCCN2CC(N(CC2)C)=O tert-butyl (S)-(5-methyl-7-(2-(4-methyl-3-oxopiperazin-1-yl)ethoxy)-4-oxo-2,3,4,5-tetrahydrobenzo[b][1,4]oxazepin-3-yl)carbamate